3-(3,5-bis-butyl-4-hydroxycyclohexyl)propionic acid C(CCC)C1CC(CC(C1O)CCCC)CCC(=O)O